((4-(6-chloropyridin-2-yl) piperidin-1-yl) methyl-1-oxetan-2-ylmethyl)-1H-benzo[d]imidazole-6-carboxylate ClC1=CC=CC(=N1)C1CCN(CC1)CC(C1OCC1)OC(=O)C=1C=CC2=C(NC=N2)C1